COC1=CC=C(C=C1)C1=CC=NO1 5-(4-methoxyphenyl)isoxazol